C1(CC1)NC1COC2=C1C=CC(=C2)N2CCOCC2 N-cyclopropyl-6-morpholino-2,3-dihydrobenzofuran-3-amine